(R)-3-methoxy-1-(2-methylbut-3-yn-2-yl)pyrrolidine CO[C@H]1CN(CC1)C(C)(C#C)C